C(C)(C)(C)OC(NC(COCC(=O)C1=CC(=C(C=C1)F)OC)(C)C)=O.FC1=C(C=C(C=C1)C1COCC(N1C(=O)NCCCCC)(C)C)OC 5-(4-Fluoro-3-methoxyphenyl)-3,3-dimethyl-N-pentylmorpholine-4-carboxamide tert-Butyl-N-[2-[2-(4-fluoro-3-methoxyphenyl)-2-oxoethoxy]-1,1-dimethyl-ethyl]carbamate